C(CCCCCCCCCCCCCCCCCCCCC)OCCCCCCCCCCCCCCCCCCCCCC docosanyl ether